7-Chloro-5-(1H-imidazol-1-yl)thieno[3,2-b]pyridine ClC1=C2C(=NC(=C1)N1C=NC=C1)C=CS2